COC1=CC=C(C=C1)C1=NN2C(CN(CC2C)C(C=C)=O)=C1C1=CC=NC=C1 1-[2-(4-methoxyphenyl)-7-methyl-3-(pyridin-4-yl)-6,7-dihydropyrazolo[1,5-a]pyrazin-5(4H)-yl]prop-2-en-1-one